ClC1=C(C=C(C=C1)[C@H](NC([C@@H]1N(CCC1)C(C1=CC(=CC=C1)S(=O)(=O)C)=O)=O)C1COC1)F N-((R)-(4-chloro-3-fluorophenyl)(3-oxetanyl)methyl)-1-(3-(methylsulfonyl)benzoyl)-D-prolinamide